FC1=C(CN2C(C3=NC=CN=C3C(=C2)C(=O)N[C@@H]2[C@H](CCC2)O)=O)C=CC(=C1)C=1C=NN(C1)C 6-(2-fluoro-4-(1-methyl-1H-pyrazol-4-yl)benzyl)-N-((1S,2S)-2-hydroxycyclopentyl)-5-oxo-5,6-dihydropyrido[3,4-b]pyrazine-8-carboxamide